C(C)(C)OC(=O)C1=CC=C(C=C1)C1=CC=CC=C1 [1,1'-biphenyl]-4-carboxylic acid isopropyl ester